The molecule is a polyunsaturated fatty acyl-CoA(4-) arising from deprotonation of the phosphate and diphosphate functions of (11Z,14Z,17Z)-icosatrienoyl-CoA. It is a polyunsaturated fatty acyl-CoA(4-), an (11Z)-Delta(11)-fatty acyl-CoA(4-) and a 3-substituted propionyl-CoA(4-). It is a conjugate base of an (11Z,14Z,17Z)-icosatrienoyl-CoA. CC/C=C\\C/C=C\\C/C=C\\CCCCCCCCCC(=O)SCCNC(=O)CCNC(=O)[C@@H](C(C)(C)COP(=O)([O-])OP(=O)([O-])OC[C@@H]1[C@H]([C@H]([C@@H](O1)N2C=NC3=C(N=CN=C32)N)O)OP(=O)([O-])[O-])O